C(C)(C)(C)C1CCC2(CCC(O2)OCCO)CC1 2-((8-(tert-butyl)-1-oxaspiro[4.5]decan-2-yl)oxy)ethan-1-ol